2-(1-methyl-1H-pyrazol-4-yl)-1-(benzenesulfonyl)-4-(piperazin-1-yl)-3-(prop-1-yn-1-yl)-1H-pyrrolo[2,3-b]pyridine CN1N=CC(=C1)C1=C(C=2C(=NC=CC2N2CCNCC2)N1S(=O)(=O)C1=CC=CC=C1)C#CC